6-{5-chloro-2-[(Oxan-4-yl)amino]pyrimidin-4-yl}-2-{2-oxo-2-{4-oxo-3H,4H,5H,6H,7H,8H,9H-pyrimido[4,5-d]azepin-7-yl}ethyl}-2,3-dihydro-1H-isoindol-1-one ClC=1C(=NC(=NC1)NC1CCOCC1)C1=CC=C2CN(C(C2=C1)=O)CC(N1CCC2=C(CC1)C(NC=N2)=O)=O